The molecule is a tripeptide composed of L-phenylalanine, L-alanine, and glycine joined by peptide linkages. It has a role as a metabolite. It derives from a L-phenylalanine, a L-alanine and a glycine. C[C@@H](C(=O)NCC(=O)O)NC(=O)[C@H](CC1=CC=CC=C1)N